2-chloro-N-(2-((cyclopropylmethoxy)methyl)-5-methylphenyl)acetamide methyl-(2S,4R)-1-((dibenzo[b,d]thiophene-3-carbonyl)glycyl)-4-(methylsulfonyl)pyrrolidine-2-carboxylate COC(=O)[C@H]1N(C[C@@H](C1)S(=O)(=O)C)C(CNC(=O)C=1C=CC2=C(SC3=C2C=CC=C3)C1)=O.ClCC(=O)NC1=C(C=CC(=C1)C)COCC1CC1